ClCC=1N(C=CC1)C 2-chloromethyl-(N-methylpyrrole)